COC1=CC=C(C=C1)C(=C)[SiH2]C1=CC=CC=C1 (1-(4-methoxyphenyl)vinyl)(phenyl)silane